tert-butyl 1-(hydroxymethyl)-7-azabicyclo-[2.2.1]heptane-7-carboxylate OCC12CCC(CC1)N2C(=O)OC(C)(C)C